NC=1N=NC(=CC1C1=CC=C(OCCOC2=NOC(=C2)C(C(=O)OC)C(C)C)C=C1)Cl methyl 2-(3-(2-(4-(3-amino-6-chloropyridazin-4-yl)phenoxy)ethoxy)isoxazol-5-yl)-3-methylbutanoate